5-((3,5-dimethyl-1H-pyrazol-1-yl)methyl)thiophene-2-carbonyl chloride CC1=NN(C(=C1)C)CC1=CC=C(S1)C(=O)Cl